[N-](S(=O)(=O)C(F)(F)F)S(=O)(=O)C(F)(F)F.[N-](S(=O)(=O)C(F)(F)F)S(=O)(=O)C(F)(F)F.C(CCCCC)N1C(N(C=C1)C)C 1-hexyl-2,3-dimethyl-imidazole bis(trifluoromethanesulfonimide) salt